(S)-N-(1-cyclopropylethyl)-5-(3-methylimidazo[1,2-a]pyrimidin-6-yl)pyrrolo[2,1-f][1,2,4]triazin-2-amine C1(CC1)[C@H](C)NC1=NN2C(C=N1)=C(C=C2)C=2C=NC=1N(C2)C(=CN1)C